C(=O)(O)C1=C(OC=2C=C(C(C(=O)O)=CC2)C(=O)O)C=C(C=C1)C(=O)O 4-(2,5-dicarboxyphenoxy)phthalic acid